4-(4,4-difluorocyclohex-1-en-1-yl)-6-(2,5-difluorophenyl)pyrimidin-5-amine FC1(CC=C(CC1)C1=NC=NC(=C1N)C1=C(C=CC(=C1)F)F)F